3-methyl-5-nitrobenzonitrile CC=1C=C(C#N)C=C(C1)[N+](=O)[O-]